(2E)-2-{2-[({[(1E)-1-(3-{[(E)-1-fluoro-2-phenylvinyl]oxy}phenyl)ethylidene]amino}oxy)methyl]-phenyl}-2-(methoxyimino)-N-methylacetamide F\C(=C\C1=CC=CC=C1)\OC=1C=C(C=CC1)\C(\C)=N\OCC1=C(C=CC=C1)\C(\C(=O)NC)=N/OC